CC1(CCC=2N1C=NC2CC(=O)NC=2SC=CN2)C 2-(5,5-dimethyl-6,7-dihydropyrrolo[1,2-c]imidazol-1-yl)-N-thiazol-2-yl-acetamide